1,4-bis(ethoxymethyl)cyclohexane C(C)OCC1CCC(CC1)COCC